FC1(CCC(CC1)NC1=NC(=NC2=C(C=CC=C12)OC)C(N)=S)F 4-((4,4-difluorocyclohexyl)amino)-8-methoxyquinazoline-2-carbothioamide